F[C@@H]1CN(CC1)C(=O)[C@H]1CN(CC=2N1C(N(N2)CC2=CC(=C(C=C2)F)C(F)(F)F)=O)C(=O)OC(C)(C)C |&1:8| tert-butyl (5RS)-5-{[(3S)-3-fluoropyrrolidin-1-yl]carbonyl}-2-[4-fluoro-3-(trifluoromethyl)benzyl]-3-oxo-2,5,6,8-tetrahydro[1,2,4]triazolo[4,3-a]pyrazine-7(3H)-carboxylate